Cl.N[C@@H]1CC[C@H](OC1)CN1CCC2(CN(C2)C2=NC=NC=C2OC2=C(C(=O)N(C(C)C)C3CC3)C=C(C=C2)F)CC1 2-((4-(7-(((2S,5R)-5-aminotetrahydro-2H-pyran-2-yl)methyl)-2,7-diazaspiro[3.5]non-2-yl)pyrimidin-5-yl)oxy)-N-cyclopropyl-5-fluoro-N-isopropylbenzamide hydrochloride